NC(SC)=NC1=CC=C(C(=O)O)C=C1 4-((amino(methylthio)methylene)amino)benzoic acid